Pyridinium Acetate C(C)(=O)[O-].[NH+]1=CC=CC=C1